N1C=NC(=C1)C[C@@H](C(NCCCC[C@H](NC(N[C@@H](CCC(=O)O)C(=O)O)=O)C(=O)O)=O)NC(CCC(=O)O)=O (3S,7S,14S)-14-((1H-imidazol-4-yl)methyl)-5,13,16-trioxo-4,6,12,15-tetraazaoctadecane-1,3,7,18-tetracarboxylic acid